BrC1=CC(=NC=N1)NCC=1N=C2N(N=C(C=C2N2CCN(CC2)C)C2CC2)C1 6-bromo-N-((6-cyclopropyl-8-(4-methylpiperazin-1-yl)imidazo[1,2-b]pyridazin-2-yl)methyl)pyrimidin-4-amine